[(3aS,7aS)-3a-(3,4-dimethoxyphenyl)-1-methyl-3,4,5,7a-tetrahydro-2H-indol-6-yl]2-methylbenzoate COC=1C=C(C=CC1OC)[C@@]12CCN([C@H]2C=C(CC1)OC(C1=C(C=CC=C1)C)=O)C